FC1=C2C(C(N(C2=C(C=C1C(F)(F)F)F)[C@H]1C(N(CC1)CCCC(=O)OC(C)(C)C)=O)=O)(C)C tert-butyl (R)-4-(3-(4,7-difluoro-3,3-dimethyl-2-oxo-5-(trifluoromethyl)indolin-1-yl)-2-oxopyrrolidin-1-yl)butanoate